CN1N=CC(=C1)NC(=O)[C@@H]1CN(CCC1)C1=NC(=NC=C1)C1=CN=C2N1C=C(C(=C2)F)Cl (S)-1-[2-(6-Chloro-7-fluoro-imidazo[1,2-a]pyridine-3-yl)-pyrimidin-4-yl]-piperidine-3-carboxylic acid (1-methyl-1H-pyrazol-4-yl)-amide